FCC(=O)NC1=CC=C(C[C@H](N)C(=O)O)C=C1 4-(2-fluoro-acetamido)-phenylalanine